NC=1C2=C(N=CN1)C(=NC(=C2)N2CC(CCC2)(F)F)C=2C(=C(C=CC2C)O)C (S)-3-(4-Amino-6-(3,3-difluoropiperidin-1-yl)pyrido[3,4-d]pyrimidin-8-yl)-2,4-dimethylphenol